acrylic acid-3-chloro-3-Oxopropyl ester ClC(CCOC(C=C)=O)=O